(2S,5R)-4-(1-(4-chlorophenyl)-3-methylbutyl)-2,5-dimethylpiperazin ClC1=CC=C(C=C1)C(CC(C)C)N1C[C@@H](NC[C@H]1C)C